NC1C(C1)CNC(C1=C(C=C(C=C1)NC=1C=2N(C=CN1)C(=CN2)C=2C(=NN(C2)CC(F)F)C(F)(F)F)CC)=O N-((2-aminocyclopropyl)methyl)-4-((3-(1-(2,2-difluoroethyl)-3-(trifluoromethyl)-1H-pyrazol-4-yl)imidazo[1,2-a]pyrazin-8-yl)amino)-2-ethylbenzamide